ClC1=C(C=CC(=C1)C(=O)N1C[C@@H](CC1)NC1=NC=C(C(=N1)OC)Cl)NC(\C=C\CN(C)C)=O (R,E)-N-(2-chloro-4-(3-((5-chloro-4-methoxypyrimidin-2-yl)amino)pyrrolidine-1-carbonyl)phenyl)-4-(dimethylamino)but-2-enamide